tert-butyl 3-hydroxy-1-(4-isopropylphenyl)-1,4,6,7-tetrahydro-5H-pyrazolo[4,3-c]pyridine-5-carboxylate OC1=NN(C2=C1CN(CC2)C(=O)OC(C)(C)C)C2=CC=C(C=C2)C(C)C